1-(4-Fluoro-2-methoxy-5-(4-methylpiperazin-1-yl)phenyl)guanidine FC1=CC(=C(C=C1N1CCN(CC1)C)NC(=N)N)OC